N[C@H](C#N)CC1=C(C=C(C=C1)C1=CN(C(C=C1)=O)C)F (S)-2-amino-3-(2-fluoro-4-(1-methyl-6-oxo-1,6-dihydropyridin-3-yl)phenyl)propionitrile